C(C)(C)(C)OC(=O)NC1(CCN(CC1)C1=NC=C(C(=C1C#N)C1=CC(=C(C=C1)C#N)F)C1=CC(=C(C=C1)OC)OC(=O)OC(C)(C)C)C1=CC=C(C=C1)/C=C/C(=O)O (E)-3-(4-(4-{[(Tert-butoxy)carbonyl]amino}-1-(5-(3-{[(tert-butoxy)carbonyl]oxy}-4-methoxyphenyl)-3-cyano-4-(4-cyano-3-fluorophenyl)pyridin-2-yl)piperidin-4-yl)phenyl)acrylic acid